CN1CCC(CC1)CNC(=O)C1CN(CC(C1)(F)F)C1=C2C=CC=NC2=C(C=C1)C#N 1-(8-cyano-quinolin-5-yl)-5,5-difluoro-piperidine-3-carboxylic acid (1-methyl-piperidin-4-ylmethyl)-amide